tert-butyl 3-[4-[(5-chloro-6-phenoxy-3-pyridyl)amino]quinazolin-6-yl]piperidine-1-carboxylate ClC=1C=C(C=NC1OC1=CC=CC=C1)NC1=NC=NC2=CC=C(C=C12)C1CN(CCC1)C(=O)OC(C)(C)C